C(C)NC(=O)N1CCCCC1 N-ethyl-piperidin-1-carboxamide